N1C=CC=2C1=NC=CC2C(C)OC=2C=C1C(=NNC1=CC2)C=2C=CC(=NC2)N2CCC1(CCC(N1)=O)CC2 8-(5-(5-(1-(1H-pyrrolo[2,3-b]pyridin-4-yl)ethoxy)-1H-indazol-3-yl)pyridin-2-yl)-1,8-diazaspiro[4.5]decan-2-one